C1=CCN2C3=C(C(=C12)C(=O)O)C=CC=C3 3H-benzo[b]pyrrolizine-9-carboxylic acid